Guanidinium thiocyanat [S-]C#N.NC(=[NH2+])N